(2S,5R)-5-(2-fluorophenyl)-1-(5-methoxy-6-(2-methoxyphenyl)nicotinoyl)pyrrolidine-2-carboxylic acid FC1=C(C=CC=C1)[C@H]1CC[C@H](N1C(C1=CN=C(C(=C1)OC)C1=C(C=CC=C1)OC)=O)C(=O)O